2-pyrazin-2-yl-3-[3-(fluoromethyl)-2-methyl-azetidine-1-carbonyl]-4H-pyrazolo[1,5-a]pyrimidin-7-one N1=C(C=NC=C1)C1=NN2C(NC=CC2=O)=C1C(=O)N1C(C(C1)CF)C